ClC=1C(=NC2=C(C(=NC(=C2C1)N1[C@H](CN(CC1)C(C=C)=O)C)CO)C1=C(C=CC=C1)C(C)C)C1=C(C=CC=C1)F 1-((3S)-4-(3-chloro-2-(2-fluorophenyl)-7-(hydroxymethyl)-8-(2-(2-propanyl)phenyl)-1,6-naphthyridin-5-yl)-3-methyl-1-piperazinyl)-2-propen-1-one